2-(4-(6-(3-(dimethylamino)propoxy)-1'-methyl-6'-oxo-1',6'-dihydro-[3,4'-bipyridin]-3'-yl)-1H-pyrazol-1-yl)benzonitrile CN(CCCOC1=CC=C(C=N1)C=1C(=CN(C(C1)=O)C)C=1C=NN(C1)C1=C(C#N)C=CC=C1)C